(R)-2-(5-((6-(((S)-1-(3-(tert-butyl)-5-fluorophenyl)ethyl)carbamoyl)-1,2-dimethyl-1H-indol-3-yl)methyl)-2-chlorophenoxy)propanoic acid C(C)(C)(C)C=1C=C(C=C(C1)F)[C@H](C)NC(=O)C1=CC=C2C(=C(N(C2=C1)C)C)CC=1C=CC(=C(O[C@@H](C(=O)O)C)C1)Cl